ClC=1C(=NC=C(C1)F)\C=N\S(=O)C(C)(C)C N-[(1E)-(3-chloro-5-fluoropyridin-2-yl)methylidene]-2-methylpropane-2-sulfinamide